Anthron C1=CC=CC=2CC3=CC=CC=C3C(C12)=O